triiso-nonyl-phosphine oxide C(CCCCCC(C)C)P(CCCCCCC(C)C)(CCCCCCC(C)C)=O